N-{(2S)-4-[{(1R)-1-[4-benzyl-1-(2,5-difluorophenyl)-1H-pyrazol-3-yl]-2,2-dimethylpropyl}(glycoloyl)amino]-2-[(tert-butoxycarbonyl)amino]butanoyl}-beta-alanine C(C1=CC=CC=C1)C=1C(=NN(C1)C1=C(C=CC(=C1)F)F)[C@@H](C(C)(C)C)N(CC[C@@H](C(=O)NCCC(=O)O)NC(=O)OC(C)(C)C)C(CO)=O